2-(4-(3-fluoro-2-(hydroxymethyl)phenyl)piperazin-1-yl)-N-isobutyl-2-methylpropanamide FC=1C(=C(C=CC1)N1CCN(CC1)C(C(=O)NCC(C)C)(C)C)CO